CC1=C(C(=C(C1([Ti](N(C)C)(N(C)C)N(C)C)C)C)C)C pentamethylcyclopentadienyl-tri(dimethylamino)titanium (IV)